O1CC(CC1)C1=NC=2C(=NC=CC2C2CCN(CC2)C=O)N1 [4-(2-tetrahydrofuran-3-yl-3H-imidazo[4,5-b]pyridin-7-yl)-1-piperidyl]methanone